FC(C(=O)O)(F)F.CC1(CNCCC1)NC(C)=O N-(3-methylpiperidin-3-yl)acetamide 2,2,2-trifluoroacetate salt